hexenol carbon [C].C(=CCCCC)O